C1(CC1)C=1C=C(C#N)C=C(C1OC1=C(N=CN(C1=O)CC1=C(N=C(NC1=O)C)C)C(C(F)F)(F)F)C 3-cyclopropyl-4-((1-((2,4-dimethyl-6-oxo-1,6-dihydropyrimidin-5-yl)methyl)-6-oxo-4-(1,1,2,2-tetrafluoroethyl)-1,6-dihydropyrimidin-5-yl)oxy)-5-methylbenzonitrile